2-acetamido-3,4,6-tri-O-acetyl-2-deoxy-beta-D-glucopyranose isothiocyanate [N-]=C=S.C(C)(=O)N[C@H]1[C@H](O)O[C@@H]([C@H]([C@@H]1OC(C)=O)OC(C)=O)COC(C)=O